N1=C(C=CC=C1)C(=O)NC1=CC2=C(N=CS2)C=C1 6-(pyridine-2-carbonylamino)-1,3-benzothiazole